trans-Propyl 4-((3-(1-cyclopropyl-1H-pyrazol-4-yl)phenyl)((trans-4-(4-methoxy-3-methylphenyl)cyclohexyl)methyl)carbamoyl)cyclohexanecarboxylate C1(CC1)N1N=CC(=C1)C=1C=C(C=CC1)N(C(=O)[C@@H]1CC[C@H](CC1)C(=O)OCCC)C[C@@H]1CC[C@H](CC1)C1=CC(=C(C=C1)OC)C